C(C)(=O)C=1C(=NC(=CC1)Cl)N1N=CC(=C1C)C#N 1-(3-acetyl-6-chloro-2-pyridinyl)-5-methyl-pyrazole-4-carbonitrile